4-(Hydroxymethyl)-1-((S)-1-(4-methoxyphenyl)ethyl)-4-methylpyrrolidin-2-one OCC1(CC(N(C1)[C@@H](C)C1=CC=C(C=C1)OC)=O)C